7-chloro-3-(pyridin-4-ylmethyl)quinazoline-2,4(1H,3H)-dione ClC1=CC=C2C(N(C(NC2=C1)=O)CC1=CC=NC=C1)=O